2-benzyl-6-(3-methoxybenzyl)-4-methyl-4H-thieno[2',3':4,5]pyrrolo[2,3-d]pyridazin-5(6H)-one C(C1=CC=CC=C1)C1=CC2=C(C3=C(C(N(N=C3)CC3=CC(=CC=C3)OC)=O)N2C)S1